COC(=O)C=1C=C(C(=C2C(=C(NC12)C)Cl)N1C[C@H](C[C@H](C1)F)N)F 4-((3S,5R)-3-amino-5-fluoropiperidin-1-yl)-3-chloro-5-fluoro-2-methyl-1H-indole-7-carboxylic acid methyl ester